N1C=CNC2=CC=CC=C12 1,4-dihydroquinoxaline